OC[C@H]1COC=2C(=CC=3C(N(CC3C2)[C@@H]2C(NC(CC2)=O)=O)=O)O1 (S)-3-((S)-2-(hydroxymethyl)-8-oxo-2,3,6,8-tetrahydro-7H-[1,4]dioxino[2,3-f]isoindol-7-yl)piperidine-2,6-dione